1-(4-(1-((3R,7R)-2-(4-Chloro-3-cyanobenzoyl)-3,7-dimethyl-10-oxo-1,2,3,4,7,8-hexahydropyrido[4',3':3,4]pyrazolo[1,5-a]pyrazin-9(10H)-yl)ethyl)phenoxy)-N-methylcyclopropanecarboxamide ClC1=C(C=C(C(=O)N2CC=3C(=NN4C3C(N(C[C@H]4C)C(C)C4=CC=C(OC3(CC3)C(=O)NC)C=C4)=O)C[C@H]2C)C=C1)C#N